3-((methylsulfonyl)oxy)pyrrolidine-1-carboxylate CS(=O)(=O)OC1CN(CC1)C(=O)[O-]